C(=C)C(C(=O)[O-])(C(=O)[O-])C=C Divinylmalonat